ClC=1C=C(C=C(C1)Cl)NC(=O)C1(OCCS1)C(=O)O 2-[(3,5-dichlorophenyl)carbamoyl]-1,3-oxathiolane-2-carboxylic acid